(4aR,8aS)-6-[7-[[5-(trifluoromethyl)pyrazin-2-yl]methyl]-2-azaspiro[3.5]nonane-2-carbonyl]-4,4a,5,7,8,8a-hexahydropyrido[4,3-b][1,4]oxazin-3-one FC(C=1N=CC(=NC1)CC1CCC2(CN(C2)C(=O)N2C[C@@H]3[C@@H](OCC(N3)=O)CC2)CC1)(F)F